O1C(=NC2=C1C=CC=C2)[C@H]2N(CCC1=C2N=CN1)C(=O)C1=CN=CO1 (S)-(4-(benzo[d]oxazol-2-yl)-6,7-dihydro-1H-imidazo[4,5-c]pyridin-5(4H)-yl)(oxazol-5-yl)methanone